IC=CC(=CC=CC(CC(=O)[O-])C)C 9-Iodo-3,7-dimethylnon-4,6,8-trienoate